3,8-diazabicyclo[3.2.1]oct-6-ene-6-carbonitrile bis(2,2,2-trifluoroacetate) FC(C(=O)O)(F)F.FC(C(=O)O)(F)F.C12CNCC(C(=C1)C#N)N2